C(C)(C)(C)OC(=O)N1C[C@H](N(CC1)C1=C(C(=C(C=C1)[N+](=O)[O-])F)C(=O)OC)CC (3R)-3-ethyl-4-[3-fluoro-2-(methoxycarbonyl)-4-nitrophenyl]piperazine-1-carboxylic acid tert-butyl ester